NC=1N=NC=CC1N1CCN(CC1)CC(=O)O 2-(4-(3-aminopyridazine-4-yl)piperazin-1-yl)acetic acid